ClC1=CC=C(C=N1)OC1CCN(CC1)C1=CC=C(C=N1)C=1C=2N(C=C(C1)OCC)N=CC2C#N 4-(6-(4-((6-chloropyridin-3-yl)oxy)piperidin-1-yl)pyridin-3-yl)-6-ethoxypyrazolo[1,5-a]pyridine-3-carbonitrile